CC1([C@@H]([C@H]1C1=NOC(=N1)C1=CC=CC=C1)C1=CC=C(C=C1)S(=O)(=O)N)C 4-[(1R,3R)-2,2-dimethyl-3-(5-phenyl-1,2,4-oxadiazol-3-yl)cyclopropyl]benzenesulfonamide